ClC1=C(C=CC=C1)CC(=O)NC1=CC(=C(C=C1)N1N=CC(=C1)C(F)(F)F)S(N=CN(C)C)(=O)=O 2-(2-Chlorophenyl)-N-(3-{[(dimethylamino)methylene]sulfamoyl}-4-[4-(trifluoromethyl)-1H-pyrazol-1-yl]phenyl)acetamide